FC(C(=O)[O-])(F)F.C(C)[N+](C)(C)CCC ethyl-N,N-dimethyl-1-propylammonium trifluoroacetate